4-propyl-1-{[2-(trifluoromethyl)-1H-benzimidazol-1-yl]methyl}pyrrolidin-2-one C(CC)C1CC(N(C1)CN1C(=NC2=C1C=CC=C2)C(F)(F)F)=O